2-bromo-5-nitro-1,3,4-thiadiazole BrC=1SC(=NN1)[N+](=O)[O-]